FC=1C=C(C=NC1OCC(F)(F)F)N1N=NC(=C1)C(=O)O 1-[5-fluoro-6-(2,2,2-trifluoroethoxy)pyridin-3-yl]-1,2,3-triazole-4-carboxylic acid